C(C)C(C(=O)[O-])CCCC.C(C)C(C(=O)[O-])CCCC.[Zr+2] zirconium (II) bis(2-ethylhexanoate)